dihydro-2H-pyrrolo[3,2-c]pyridine N1CCC=2C=NC=CC21